2-((6-Bromoquinolin-3-yl)oxy)propan-1-ol BrC=1C=C2C=C(C=NC2=CC1)OC(CO)C